FC=1C(=C(C=C(C1)C(C)C)[C@@H](C(=O)O)N1C[C@@H](CC1)OCCCCC[C@H]1NC2=NC=CC=C2CC1)OC (S)-2-(3-fluoro-5-isopropyl-2-methoxyphenyl)-2-((R)-3-((5-((R)-1,2,3,4-tetrahydro-1,8-naphthyridin-2-yl)pentyl)oxy)pyrrolidin-1-yl)acetic acid